methyl (S)-6-chloro-4-(3-hydroxypiperidin-1-yl)nicotinate ClC1=NC=C(C(=O)OC)C(=C1)N1C[C@H](CCC1)O